chloro-indenocarbazole-d14 ClC1=CC=CC2=NC3=C4C(C(C(C3=C12)([2H])[2H])([2H])[2H])(C1(C(C(C(C(C1=C4)([2H])[2H])([2H])[2H])([2H])[2H])([2H])[2H])[2H])[2H]